2-(2-furyl)-1-[2-(2-naphthyl)ethynyl]-1H-benzimidazole O1C(=CC=C1)C1=NC2=C(N1C#CC1=CC3=CC=CC=C3C=C1)C=CC=C2